C(C)N1N=C(C=C1C(=O)O)C 1-ethyl-3-methyl-1H-pyrazole-5-carboxylic acid